FC1=CC=C(C=C1)C=1NC=NN1 5-(4-fluorophenyl)-4H-1,2,4-triazole